Cl.FC1=CC=CC(=N1)[C@@H](C)N (1R)-1-(6-fluoropyridin-2-yl)ethan-1-amine hydrochloride